methyl (2S)-2-amino-3-(tert-butoxycarbonylamino)-3-(2-fluorophenyl)propanoate N[C@H](C(=O)OC)C(C1=C(C=CC=C1)F)NC(=O)OC(C)(C)C